C(CCCCCC(=O)O)CCCC(=O)O.[N+](=O)([O-])C=1C=C(NNC(C=C)=O)C=CC1 N-(3-nitroanilino)acrylamide propane-1,3-diyl-dibutyrate